C1(=CC=CC=C1)C1=C(C(N2CCC3=CC(C=CC231)=O)=O)S(=O)(=O)C2=CC=CC=C2 1-Phenyl-2-(phenylsulfonyl)-5,6-dihydro-3H,8H-pyrrolo[2,1-i]indole-3,8-dione